OC1=CC=C(C=C1)C(C)(C)C1=C(C=CC(=C1)C(C)(C)C1=CC=C(C=C1)O)O 2,4-bis[1-(4-hydroxyphenyl)isopropyl]phenol